2-oxo-6-chloroindole O=C1N=C2C=C(C=CC2=C1)Cl